1-(5-(4-chlorophenyl)-1-(2,4-dichlorophenyl)-4-methyl-1H-pyrazol-3-yl)-2,2-dimethylhex-5-en-1-one ClC1=CC=C(C=C1)C1=C(C(=NN1C1=C(C=C(C=C1)Cl)Cl)C(C(CCC=C)(C)C)=O)C